(R)-4-(7-chloro-8-(3-(methoxymethyl)-4-methylpiperazin-1-yl)-5-oxo-1,3,4,5-tetrahydro-2H-chromeno[3,4-c]pyridine-3-carbonyl)-2-cyclobutoxy-N-(pyrrolidin-1-ylsulfonyl)benzamide ClC1=C(C=CC2=C1OC(C=1CN(CCC12)C(=O)C1=CC(=C(C(=O)NS(=O)(=O)N2CCCC2)C=C1)OC1CCC1)=O)N1C[C@@H](N(CC1)C)COC